8-(2-Diethylamino-ethoxy)-6,6-dimethyl-3-methylamino-5,6-dihydro-benzo[b]carbazol-11-one C(C)N(CCOC=1C=CC2=C(C(C=3NC4=CC(=CC=C4C3C2=O)NC)(C)C)C1)CC